N-(3-((1R)-1-((7-(1-methylpiperidin-3-yl)-4-oxo-3,4-dihydrophthalazin-1-yl)Amino)ethyl)-5-(trifluoromethyl)phenyl)acetamide CN1CC(CCC1)C1=CC=C2C(NN=C(C2=C1)N[C@H](C)C=1C=C(C=C(C1)C(F)(F)F)NC(C)=O)=O